COC=1C=C2C=CN(C(C2=CC1B(O)O)=O)C 6-methoxy-2-methyl-1-oxoisoquinolin-7-ylboronic acid